ClC1=C(C=CC(=C1)N1N=C(N=C1)C1=CC=C(C=C1)OC(F)(F)F)NC(=O)\N=C\1/SCC(N1C1=C(C=CC(=C1)C)C(C)C)=O (Z)-1-(2-chloro-4-(3-(4-(trifluoromethoxy)phenyl)-1H-1,2,4-triazol-1-yl)phenyl)-3-(3-(2-isopropyl-5-methylphenyl)-4-oxothiazolidin-2-ylidene)urea